8-(3,4-Bis(trifluoromethyl)phenyl)-9-(4-((1-(3-fluoropropyl)azetidin-3-yliden)methyl)phenyl)-6,7-dihydro-5H-benzo[7]annulen FC(C=1C=C(C=CC1C(F)(F)F)C=1CCCC2=C(C1C1=CC=C(C=C1)C=C1CN(C1)CCCF)C=CC=C2)(F)F